COC1=CC=C(C=C1)C1=NC2=CC=CC=C2C(=C1)NCCCN1CC2C(C1)CN(C2)C(=O)OC(C)(C)C tert-butyl 5-(3-((2-(4-methoxyphenyl)quinolin-4-yl)amino)propyl)hexahydro-pyrrolo[3,4-c]pyrrole-2(1H)-carboxylate